(R)-tert-Butyl (1-(2-(1-(cyanomethyl)-1H-indol-2-yl)-7-methoxy-1-methyl-1H-benzo[d]imidazole-5-carbonyl)piperidin-3-yl)carbamate C(#N)CN1C(=CC2=CC=CC=C12)C1=NC2=C(N1C)C(=CC(=C2)C(=O)N2C[C@@H](CCC2)NC(OC(C)(C)C)=O)OC